(1-(8-((2,3-dichlorophenyl)thio)-3-methyl-[1,2,4]triazolo[4,3-c]pyrimidin-5-yl)-4-methylpiperidin-4-yl)methanamine ClC1=C(C=CC=C1Cl)SC=1C=2N(C(=NC1)N1CCC(CC1)(C)CN)C(=NN2)C